hexamethylenediisocyanate C(CCCCCN=C=O)N=C=O